(S)-4-((8-isopropyl-2-((5-oxopyrrolidin-3-yl)amino)pyrazolo[1,5-a][1,3,5]triazin-4-yl)amino)piperidine-1-carboxylic acid (1-(tert-butoxycarbonyl)-3-fluoroazetidin-3-yl)methyl ester C(C)(C)(C)OC(=O)N1CC(C1)(F)COC(=O)N1CCC(CC1)NC1=NC(=NC=2N1N=CC2C(C)C)N[C@@H]2CNC(C2)=O